C(C)OC(=O)N1CC2(CC(C2)N2CCC(CC2)N(CC(F)(F)F)C(C)=O)CC1 2-{4-[acetyl-(2,2,2-trifluoroethyl)amino]piperidin-1-yl}-6-azaspiro[3.4]octane-6-carboxylic acid ethyl ester